5-chloro-2-thiophen-methanol ClC1=CC=C(S1)CO